BrC=1N=NN(C1C=O)CCC 4-bromo-1-propyl-1H-1,2,3-triazole-5-carboxaldehyde